4-((2-Chlorobenzo[d]thiazol-6-yl)sulfonyl)morpholine ClC=1SC2=C(N1)C=CC(=C2)S(=O)(=O)N2CCOCC2